FC1=C(C(=CC=C1)F)N1N=C(C=CC1=O)C(=O)NC1=C(C2=C(N(C(=N2)C)C)C=C1)N1CCN(CC1)C 1-(2,6-difluorophenyl)-N-(1,2-dimethyl-4-(4-methylpiperazin-1-yl)-1H-benzo[d]imidazol-5-yl)-6-oxo-1,6-dihydropyridazine-3-carboxamide